C1(CCC1)C=1C(=NN(C1C1=C(N=NS1)C)C)NC(=O)C1CC(C1)(F)F N-(4-cyclobutyl-1-methyl-5-(4-methyl-1,2,3-thiadiazol-5-yl)-1H-pyrazol-3-yl)-3,3-difluorocyclobutane-1-carboxamide